2-thio-thymidin-phosphate P(=O)(O)(O)OC[C@@H]1[C@H](C[C@@H](O1)N1C(=S)NC(=O)C(C)=C1)O